3-(3-(1-methyl-1H-pyrazol-4-yl)pyrazolo[1,5-a]pyridin-5-yl)-5-(2-(4-methylpiperazin-1-yl)pyridin-4-yl)-1-(phenylsulfonyl)-1H-pyrrolo[2,3-b]pyridine CN1N=CC(=C1)C=1C=NN2C1C=C(C=C2)C2=CN(C1=NC=C(C=C12)C1=CC(=NC=C1)N1CCN(CC1)C)S(=O)(=O)C1=CC=CC=C1